N-((4,4-Difluorocyclohexyl)(5-(2-hydroxy-1-(2-oxo-4-(trifluoromethyl)imidazolidin-1-yl)ethyl)benzo[d]oxazol-2-yl)methyl)-1-ethyl-1H-pyrazole-5-carboxamide FC1(CCC(CC1)C(NC(=O)C1=CC=NN1CC)C=1OC2=C(N1)C=C(C=C2)C(CO)N2C(NC(C2)C(F)(F)F)=O)F